C(C)C=1C(=CC=C2C=C(C=C(C12)B(B)BOO)OCOC)F 2-(8-ethyl-7-fluoro-3-(methoxymethoxy)naphthalen-1-yl)-4,5-dioxapentaborane